C(C)(C)(C)OC(N[C@@H](CC=C)C1=NC=CC(=C1)C1=C(C=NN1C(F)F)N)=O (S)-(1-(4-(4-amino-1-(difluoromethyl)-1H-pyrazol-5-yl)pyridin-2-yl)but-3-en-1-yl)carbamic acid tert-butyl ester